CC1=NC(=CC(=C1)C1=C(C=CC=C1)C1=C(C(=NC(=C1N1C2=CC=CC=C2C=2C=C(C=CC12)C#N)N1C2=CC=CC=C2C=2C=C(C=CC12)C#N)N1C2=CC=CC=C2C=2C=C(C=CC12)C#N)N1C2=CC=CC=C2C=2C=C(C=CC12)C#N)C 9,9',9'',9'''-(4-(2-(2,6-dimethylpyridin-4-yl)phenyl)pyridine-2,3,5,6-tetrayl)tetrakis(9H-carbazole-3-carbonitrile)